2-[4-(2-chlorophenyl)-2,6-bis(propan-2-yl)phenyl]-N-{4-[(dimethylamino)methyl]benzene-sulfonyl}acetamide ClC1=C(C=CC=C1)C1=CC(=C(C(=C1)C(C)C)CC(=O)NS(=O)(=O)C1=CC=C(C=C1)CN(C)C)C(C)C